C(#N)C1=CC=CC2=C1O[C@H](CN2)[C@@H](C2=CC=CC=C2)NC[C@@H](C)C=2C=CC(=C(C2)CC(=O)O)OC 2-(5-((S)-1-(((R)-((R)-8-cyano-3,4-dihydro-2H-benzo[b][1,4]oxazin-2-yl)(phenyl)methyl)amino)propan-2-yl)-2-methoxyphenyl)acetic acid